N-(3-bromo-4-chlorobenzyl)-2,2-diethoxyethanamine BrC=1C=C(CNCC(OCC)OCC)C=CC1Cl